tert-butyl 2-({1H,2H,3H-benzo[b]pyrrolizin-9-yl} carbonyl)-5,5-difluoro-2,7-diazaspiro[3.5]nonane-7-carboxylate C1CCN2C3=C(C(=C12)C(=O)N1CC2(C1)C(CN(CC2)C(=O)OC(C)(C)C)(F)F)C=CC=C3